6-(4-(N-methyl-N-(((S)-3-oxo-4-(trifluoromethyl)-3,5,6,7-tetrahydro-2H-cyclopenta[c]pyridazin-7-yl)methyl)-D-alaninyl)piperazin-1-yl)nicotinonitrile CN([C@H](C)C(=O)N1CCN(CC1)C1=NC=C(C#N)C=C1)C[C@@H]1CCC=2C1=NNC(C2C(F)(F)F)=O